5-chloro-6,7-difluoro-N-((2R,3R)-2-methylazetidin-3-yl)-1H-indole ClC=1C=C2C=CN(C2=C(C1F)F)[C@H]1[C@H](NC1)C